OC1(CCN(CC1)C(=O)[C@H]1[C@@H](CN(CC1)CC1=NC=CN=C1OC)C1=CC=CC=C1)CN1C=NC2=C(C1=O)C=CN2C2=CC=C(C=C2)OC 3-[[4-hydroxy-1-[(3R,4R)-1-[(3-methoxypyrazin-2-yl)methyl]-3-phenyl-piperidine-4-carbonyl]-4-piperidinyl]methyl]-7-(4-methoxyphenyl)pyrrolo[2,3-d]pyrimidin-4-one